ClC=1C(=NC(=NC1)NC1CCOCC1)C1=CC=C2CN(C(C2=C1)=O)CCC1OCCC1 6-{5-chloro-2-[(oxan-4-yl)amino]pyrimidin-4-yl}-2-[2-(oxolan-2-yl)ethyl]-2,3-dihydro-1H-isoindol-1-one